CN1CCN(CC1)CC1=C(C=C(C=C1)NC(C1=CN=CC=C1)=O)C(F)(F)F N-(4-((4-methylpiperazin-1-yl)methyl)-3-(trifluoromethyl)phenyl)nicotinamide